6-[(1-methyl-1H-indazol-4-yl)methyl]-2-oxo-1,2,5,6,7,8-hexahydro-1,6-naphthyridine-3-carboxamide CN1N=CC2=C(C=CC=C12)CN1CC=2C=C(C(NC2CC1)=O)C(=O)N